(2-(1-acetylazetidin-3-yl)-1,3-dioxoisoindolin-4-yl)acetamide C(C)(=O)N1CC(C1)N1C(C2=CC=CC(=C2C1=O)CC(=O)N)=O